2,2,6-trimethylheptane-3,5-dione CC(C)(C(CC(C(C)C)=O)=O)C